C(C)(C)(C)N1CC(C1)C(=O)NC=1C=C(C(=NC1)C)NC(=O)C=1C=NN2C1C=NC(=C2)C=2C=NN(C2)C N-(5-(1-(tert-butyl)azetidine-3-carboxamido)-2-methylpyridin-3-yl)-6-(1-methyl-1H-pyrazol-4-yl)pyrazolo[1,5-a]pyrazine-3-carboxamide